2-[[3-[(6-azido-3-chloro-5-fluoro-2-pyridyl)oxy]-2-pyridyl]oxy]acetic acid ethyl ester C(C)OC(COC1=NC=CC=C1OC1=NC(=C(C=C1Cl)F)N=[N+]=[N-])=O